(4-(((R)-1-hydroxy-4-methylpent-2-yl)amino)-6-((S)-2-(2,3,4-trifluorophenyl)propyl)-1,3,5-triazin-2-yl)methanesulfonamide OC[C@@H](CC(C)C)NC1=NC(=NC(=N1)C[C@H](C)C1=C(C(=C(C=C1)F)F)F)CS(=O)(=O)N